FC1=C(C=CC=C1)[C@H](C)N (S)-1-(2-fluorophenyl)ethylamine